C(C)(C)(CC(C)(C)C)C=1C=C(C(C(=O)O)=CC1)O p-tertiary octylsalicylic acid